FC1=C(C2=C(CN(S2)C)C=C1)C#N 6-fluoro-2-methyl-7-cyanobenzo[d]isothiazol